C(C)(C)(C)C1N(CCNC1)C(=O)O tert-butyl-tetrahydro-1(2H)-pyrazinecarboxylic acid